methyl (Z)-2-[5-[3-(1,1-difluoroethyl) pyrazol-1-yl]-2-methyl-phenoxy]-3-methoxy-prop-2-enoate FC(C)(F)C1=NN(C=C1)C=1C=CC(=C(O\C(\C(=O)OC)=C/OC)C1)C